N(=NC(C#N)(CC)C)C(C#N)(CC)C azobis-(2-methylbutanenitrile)